5-(3-methoxy-4-((3-(4-methoxy-3-(pentyloxy)phenyl)-2-oxotetrahydropyrimidin-1(2H)-yl)methyl)phenyl)-3-methyloxazolidin-2-one COC=1C=C(C=CC1CN1C(N(CCC1)C1=CC(=C(C=C1)OC)OCCCCC)=O)C1CN(C(O1)=O)C